2-(4-chlorophenyl)-2,3-dihydro-quinazolin-4(1H)-one ClC1=CC=C(C=C1)C1NC2=CC=CC=C2C(N1)=O